CN(S(=O)(=O)C1=CC=C(C=C1)C)C12CC(C1)(C2)SC2=CC=NC=C2 N,4-dimethyl-N-(3-(pyridin-4-ylsulfanyl)bicyclo[1.1.1]pent-1-yl)benzenesulfonamide